3-cyclopropyl-N-[(1S)-1-[2-(6-ethoxypyridazin-3-yl)-1,2,4-triazol-3-yl]ethyl]-5-(trifluoromethyl)-1H-indazole-7-carboxamide C1(CC1)C1=NNC2=C(C=C(C=C12)C(F)(F)F)C(=O)N[C@@H](C)C=1N(N=CN1)C=1N=NC(=CC1)OCC